C(C)(=O)C1=CC=C(C=C1)C1=CC2=C(C=C1)C1=CC=C(C=C1C21C2=CC=C(C=C2OC=2C=C(C=CC12)OCCO)OCCO)C1=CC=C(C=C1)C(C)=O 2,2'-((2,7-bis(4-acetylphenyl)spiro[fluorene-9,9'-xanthene]-3',6'-diyl)bis(oxy))diethanol